CC=1N=CC2=C(N1)N(C(C=C2)=O)C 2,8-dimethylpyrido[2,3-d]pyrimidin-7(8H)-one